4,5,5-trimethyl-2-hexanone CC(CC(C)=O)C(C)(C)C